(Z)-3-Decenyl (E)-2-hexenoate C(\C=C\CCC)(=O)OCC\C=C/CCCCCC